(S)-N-(4-bromo-2-fluoro-6-((oxetane-2-ylmethyl)amino)phenyl)-2-(4-((6-((4-cyano-2-fluorophenoxy)methyl)pyridin-2-yl)oxy)piperidine-1-yl)acetamide BrC1=CC(=C(C(=C1)NC[C@H]1OCC1)NC(CN1CCC(CC1)OC1=NC(=CC=C1)COC1=C(C=C(C=C1)C#N)F)=O)F